N-[3-(6-phenyldibenzofuran-4-yl)phenyl]-1-naphthylamine C1(=CC=CC=C1)C1=CC=CC=2C3=C(OC21)C(=CC=C3)C=3C=C(C=CC3)NC3=CC=CC2=CC=CC=C32